N-{[4-(pyridine-3-sulfonyl)phenyl]methyl}-1H-pyrrolo[3,2-c]pyridine N1=CC(=CC=C1)S(=O)(=O)C1=CC=C(C=C1)CN1C=CC=2C=NC=CC21